COC(=O)C=1SC=C(C1OCC1=CC=C(C=C1)CCN1CCOCC1)Br 4-bromo-3-[4-(2-morpholinoethyl)benzyloxy]thiophene-2-carboxylic acid methyl ester